ClC=1C=CC(=C(C1)NC(OC1=CC=C(C=C1)[N+](=O)[O-])=O)F 4-nitrophenyl N-(5-chloro-2-fluorophenyl)carbamate